COC(C=1C(N)=CC=C(C1)OC)=O Methyl-5-Methoxyanthranilate